C(C)(C)(C)OOC1CC(CC(C1)C)(COOC(C)(C)C)C 1,1'-bis(tert-butyl-peroxy)-3,3,5-trimethyl-cyclohexane